(Z)-ethyl 4-(4-methylthiophen-2-yl)but-3-enoate CC=1C=C(SC1)\C=C/CC(=O)OCC